(4-benzyl)-3-methyl-5-pyrazolone C(C1=CC=CC=C1)C1C(=NNC1=O)C